Cobalt (ii) tris(bis(trifluoromethylsulfonyl)imide) salt [N-](S(=O)(=O)C(F)(F)F)S(=O)(=O)C(F)(F)F.[N-](S(=O)(=O)C(F)(F)F)S(=O)(=O)C(F)(F)F.[N-](S(=O)(=O)C(F)(F)F)S(=O)(=O)C(F)(F)F.[Co+2]